(1S,28S)-1-amino-7,16,25,30-tetraoxo-9,12,18,21-tetraoxa-6,15,24,29-tetraazahexatetracontane-1,28,46-tricarboxylic acid N[C@@H](CCCCNC(COCCOCCNC(COCCOCCNC(CC[C@H](NC(CCCCCCCCCCCCCCCCC(=O)O)=O)C(=O)O)=O)=O)=O)C(=O)O